OC1(C(N(C2=CC=C(C=C12)C)C)=O)CC1=C2C=NN(C2=CC=C1)C 3-hydroxy-1,5-dimethyl-3-((1-methyl-1H-indazol-4-yl)methyl)indolin-2-one